CC1(OB(OC1(C)C)C1=C(C=CC=C1)C#C[Si](C)(C)C)C ((2-(4,4,5,5-tetramethyl-1,3,2-dioxaborolan-2-yl)phenyl)ethynyl)trimethylsilane